6-(1-(4-fluorophenyl)ethyl)-N-methyl-5-((2-(pyrrolidin-1-yl)ethyl)amino)pyrazine-2-carboxamide 2,2,2-trifluoroacetate FC(C(=O)O)(F)F.FC1=CC=C(C=C1)C(C)C1=C(N=CC(=N1)C(=O)NC)NCCN1CCCC1